C(C)(C)(C)OC(=O)NCCC1=CC=C(C(=O)O)C=C1 4-(2-(tert-butoxycarbonylamino)ethyl)benzoic acid